CC1=C(C=C(C=C1)C)C 1,2,4-TRIMETHYLBENZENE